ClC1=C(C=C(C=C1)S(=O)(=O)C)[C@@H]1COCCCN1C1=NC(=NC(=C1)C)N |r| (+/-)-4-(3-(2-chloro-5-(methylsulfonyl)phenyl)-1,4-oxazepan-4-yl)-6-methylpyrimidin-2-amine